F[C@@]1(CN(CC[C@H]1O)C1=NC=NC(=N1)NC=1N=CC2=C(N=CC(=C2C1)C(C)C)N1[C@@H]([C@H](C1)CS(=O)(=O)C)C)C (3R,4R)-3-fluoro-1-(4-((5-isopropyl-8-((2R,3S)-2-methyl-3-((methylsulfonyl)methyl)azetidine-1-yl)-2,7-naphthyridin-3-yl)amino)-1,3,5-triazin-2-yl)-3-methylpiperidin-4-ol